BrC=1C=C2C(C(=COC2=CC1)CCC1(COC2=CC=C(C=C2C1=O)Br)CO)=O 6-Bromo-3-(2-(6-bromo-3-(hydroxymethyl)-4-oxochroman-3-yl)ethyl)-4H-chromen-4-one